C1(CC1)N1C=NC2=C(C1=O)N=C(C=C2)NC2(CN(C2)C(C=C)=O)C2=C(C(=CC=C2F)Cl)Cl 3-Cyclopropyl-6-{[3-(2,3-dichloro-6-fluorophenyl)-1-(prop-2-enoyl)azetidin-3-yl]amino}pyrido[3,2-d]pyrimidin-4-one